1-N-Boc-piperidine-3-amine C(=O)(OC(C)(C)C)N1CC(CCC1)N